NC1=CC=C(C(=C1C(=O)N(C)C)F)C=1C(=C2C(=NC1)NC[C@]21[C@@H](C1)CC)Cl 6-Amino-3-((1R,2R)-4'-chloro-2-ethyl-1',2'-dihydrospiro[cyclopropane-1,3'-pyrrolo[2,3-b]pyridin]-5'-yl)-2-fluoro-N,N-dimethylbenzamide